C(O)(O)=O.C(C)(C)OC=1C(C(=O)O)=CC=CC1.C(C)(C)OC=1C(C(=O)O)=CC=CC1 di(iso-propyl salicylate) carbonate